(2R,4R)-N-[1-(5-fluoro-3-pyridyl)-2-oxo-2-[[(1S)-1-phenylethyl]amino]ethyl]-4-hydroxy-4-methyl-N-[4-(pentafluoro-λ6-sulfanyl)phenyl]pyrrolidine-2-carboxamide FC=1C=C(C=NC1)C(C(N[C@@H](C)C1=CC=CC=C1)=O)N(C(=O)[C@@H]1NC[C@](C1)(C)O)C1=CC=C(C=C1)S(F)(F)(F)(F)F